N-(1-methylpiperidin-4-yl)-4-((1-((4-chlorophenyl)amino)-1-oxopropan-2-yl)oxy)benzamide CN1CCC(CC1)NC(C1=CC=C(C=C1)OC(C(=O)NC1=CC=C(C=C1)Cl)C)=O